CNCC1OCCC2=C1SC=C2C2=CC=CC=C2 N-methyl-1-(3-phenyl-5,7-dihydro-4H-thieno[2,3-c]pyran-7-yl)methanamine